FCCN1N=C(C(=C1)C1=C(C=CC=C1)[C@H]1C2=C(CNC1)SC(=C2)C#N)C(F)(F)F (S)-4-(2-(1-(2-fluoroethyl)-3-(trifluoromethyl)-1H-pyrazol-4-yl)phenyl)-4,5,6,7-tetrahydrothieno[2,3-c]pyridine-2-carbonitrile